(S)-2-(3-fluoro-2-methoxy-5-(1-methoxycyclohexyl)phenyl)-2-((R)-3-(methyl(5-(5,6,7,8-tetrahydro-1,8-naphthyridin-2-yl)pentyl)amino)pyrrolidin-1-yl)acetic acid FC=1C(=C(C=C(C1)C1(CCCCC1)OC)[C@@H](C(=O)O)N1C[C@@H](CC1)N(CCCCCC1=NC=2NCCCC2C=C1)C)OC